CC1=CC(=NN1C1CCN(C2(CC2)C1)C)N 5-methyl-1-(4-methyl-4-azaspiro[2.5]octan-7-yl)-1H-pyrazol-3-amine